disec-butyl carbonate C(OC(C)CC)(OC(C)CC)=O